2-((2-ethylaziridin-1-yl)methyl)-2-((((Z)-tetradec-9-enoyl)oxy)methyl)propane C(C)C1N(C1)CC(C)(C)COC(CCCCCCC\C=C/CCCC)=O